Benzyl(2-cyclobutyloxy-5-ethylphenyl)sulfane C(C1=CC=CC=C1)SC1=C(C=CC(=C1)CC)OC1CCC1